1-isopropyl-3-methyl-8-[6-(3-pyrrolidin-1-ylpropoxy)-3-pyridyl]imidazo[4,5-c]quinolin-2-one C(C)(C)N1C(N(C=2C=NC=3C=CC(=CC3C21)C=2C=NC(=CC2)OCCCN2CCCC2)C)=O